N1(CCNCC1)C1=C(C=C(C#N)C=C1)NC1=NC=CC(=N1)C(F)(F)F 4-(piperazin-1-yl)-3-((4-(trifluoromethyl)pyrimidin-2-yl)amino)benzonitrile